C(C)(=O)[C@@]1([C@]([C@@](O[C@@H]1CO)(N1C=NC=2C(=O)NC(N)=NC12)C(C)=O)(O)C(C)=O)O Triacetyl-guanosine